NCCOCCOCCOCCOCCOCCNC1=CC(=C(C(=O)NC=2SC(=C(N2)C(=O)OC)C)C=C1)C methyl 2-(4-((17-amino-3,6,9,12,15-pentaoxaheptadecyl) amino)-2-methylbenzamido)-5-methylthiazole-4-carboxylate